CC1=CC(=NN1C1=CC=C(C=C1)OC(F)(F)F)N1CCN(CC1)CCN1CC2(COC2)C1 6-[2-[4-[5-methyl-1-[4-(trifluoromethoxy)phenyl]pyrazol-3-yl]piperazin-1-yl]ethyl]-2-oxa-6-azaspiro[3.3]heptane